tetramethylenebis[3-(3,5-di-tert-butyl-4-hydroxyphenyl)propionamide] C(C)(C)(C)C=1C=C(C=C(C1O)C(C)(C)C)CC(C(=O)N)CCCCC(C(=O)N)CC1=CC(=C(C(=C1)C(C)(C)C)O)C(C)(C)C